[1,2]Oxazole-3-carboxylic acid O1N=C(C=C1)C(=O)O